2-(3-((benzyloxy)methyl)-4-ethyl-5-oxo-4,5-dihydro-1H-1,2,4-triazol-1-yl)-3-fluoro-8-isopropyl-6-(o-tolyl)-1,6-naphthyridin-5(6H)-one C(C1=CC=CC=C1)OCC1=NN(C(N1CC)=O)C1=NC=2C(=CN(C(C2C=C1F)=O)C1=C(C=CC=C1)C)C(C)C